(1,2-dimethoxyethyl)molybdenum (VI) COC(COC)[Mo+5]